(S)-1-methyl-N-(1-(3-(4-methylpyridin-2-yl)-1,2,4-oxadiazol-5-yl)ethyl)-3-(trifluoromethyl)-1H-pyrazole-5-carboxamide CN1N=C(C=C1C(=O)N[C@@H](C)C1=NC(=NO1)C1=NC=CC(=C1)C)C(F)(F)F